C1(CC1)[C@H](C1=NC=2N(C=C1)C=C(N2)[C@@H](NC(=O)C2C(C2)C(F)(F)F)C2CCC(CC2)(F)F)NC(CC(C(F)(F)F)C)=O N-((1S)-(7-((1R)-Cyclopropyl(4,4,4-trifluoro-3-methylbutanamido)methyl)imidazo[1,2-a]pyrimidin-2-yl)(4,4-difluorocyclohexyl)methyl)-2-(trifluoromethyl)cyclopropane-1-carboxamide